BrC1=C(C(=CC2=C1NC(O2)=O)[N+](=O)[O-])C(C2=C(C=CC(=C2)F)Cl)=O 4-bromo-5-(2-chloro-5-fluorobenzoyl)-6-nitrobenzo[d]oxazol-2(3H)-one